N-(2-Methoxy-5-(2-oxo-2',3'-dihydrospiro[cyclopropane-1,1'-pyrrolo[2,3-c]quinolin]-8'-yl)pyridin-3-yl)-N-((2-(trimethylsilyl)ethoxy)methyl)benzenesulfonamide COC1=NC=C(C=C1N(S(=O)(=O)C1=CC=CC=C1)COCC[Si](C)(C)C)C1=CC=2C3=C(C=NC2C=C1)NCC31C(C1)=O